ammonium bisulphite salt S([O-])(O)=O.[NH4+]